C(CCCCCCCCC)N(C(=O)N(CCCCCCCCCC)CCCCCCCCCC)CCCCCCCCCC N,N,N',N'-tetradecylurea